N[C@](C(=O)OC(C)C)(CC(C)(C)C)C1=CC=C(C=C1)C=1N=NN(N1)C1CC1 isopropyl (R)-2-amino-2-(4-(2-cyclopropyl-2H-tetrazol-5-yl) phenyl)-4,4-dimethylvalerate